CC(C(=O)OC1CCN(CC1)C(C)(C)C1=CC=NC=C1)Br 1-(2-(pyridin-4-yl)propan-2-yl)piperidin-4-ol trans-methyl-2-bromoacetate